N-nitrosoiminodiacetic acid N(=O)N(CC(=O)O)CC(=O)O